ClC=1C=CC(=NC1C(F)(F)F)C(O)(C=1N(C=C(N1)SC)COCC[Si](C)(C)C)C1=CC=C(C=C1)Cl (5-chloro-6-(trifluoromethyl)pyridin-2-yl)(4-chlorophenyl)(4-(methylthio)-1-((2-(trimethylsilyl)ethoxy)methyl)-1H-imidazol-2-yl)methanol